NC1=NC=2C=CC(=CC2C2=C1N(N=C2)C)C(=O)N(CC2=NC=C(C=C2)C(F)(F)F)N2C(CCC2)=O 4-amino-3-methyl-N-(2-oxopyrrolidin-1-yl)-N-((5-(trifluoromethyl)pyridin-2-yl)methyl)-3H-pyrazolo[3,4-c]quinoline-8-carboxamide